[Br-].C(C)[N+]1=C(C=C(C=C1C)C)C N-ethyl-2,4,6-trimethyl-pyridinium bromide